C(C1=CC=CC=C1)O[C@@H]1[C@@H](CO[C@@H]([C@@H]1OCC1=CC=CC=C1)COCC1=CC=CC=C1)C(=O)NN (3R,4R,5R,6R)-4,5-bis(benzyloxy)-6-((benzyloxy)methyl)tetrahydro-2H-pyran-3-carbohydrazide